CN1C[C@H]2C(OB(OC([C@H](C1)N2C)=O)[C@H](CC(C)C)NC([C@H](CC2=CC=CC=C2)NC(=O)C2=NC=CN=C2)=O)=O N-((S)-1-(((R)-1-((1S,7S)-9,11-dimethyl-2,6-dioxo-3,5-dioxa-9,11-diaza-4-borabicyclo[5.3.1]undecan-4-yl)-3-methylbutyl)amino)-1-oxo-3-phenylpropan-2-yl)pyrazine-2-carboxamide